methyl 4-(hydroxymethyl)-1-methyl-cyclohexanecarboxylate OCC1CCC(CC1)(C(=O)OC)C